butoxy-tert-butyl-dimethyl-silane C(CCC)O[Si](C)(C)C(C)(C)C